7-chloro-2-oxo-3-(tetrahydro-2H-pyran-4-yl)-2,3-dihydro-1H-benzo[d]imidazole ClC1=CC=CC2=C1NC(N2C2CCOCC2)=O